C(=C)OC(C(=O)[O-])=C vinyloxy-acrylate